11-methyl-1,11,19-triazatricyclo[10.5.2.0^{15,18}]nonadeca-12(19),13,15(18),16-tetraen-10-one CN1C(CCCCCCCCN2C=CC=3C=CC1=NC23)=O